5-chloro-4-(cyclopentylmethoxy)-N-(((2,3-dihydro-1H-inden-2-yl)methyl)sulfonyl)-2-fluorobenzamide ClC=1C(=CC(=C(C(=O)NS(=O)(=O)CC2CC3=CC=CC=C3C2)C1)F)OCC1CCCC1